O1COC2=C1C=CC(=C2)CCNC2=NC1=CC=CC=C1C(=N2)NCCN2CCN(CC2)C N2-(2-(benzo[d][1,3]dioxol-5-yl)ethyl)-N4-(2-(4-methylpiperazin-1-yl)ethyl)quinazoline-2,4-diamine